O=S1(CCN(CC1)CCCNC(COC1=CC=C2C(=NN(C2=C1)C)C1C(NC(CC1)=O)=O)=O)=O N-(3-(1,1-dioxidothiomorpholino)propyl)-2-((3-(2,6-dioxopiperidin-3-yl)-1-methyl-1H-indazol-6-yl)oxy)acetamide